ClC1=CC=C(C=C1)[C@@]1(N(C(C2=CC(=CC(=C12)F)C(CN(C)C)(CC)O)=O)CC1=NC=C(C=N1)Cl)O[C@@H]1CC(CC1)=O (3R)-3-(4-chlorophenyl)-2-[(5-chloropyrimidin-2-yl)methyl]-6-[1-(dimethylamino)-2-hydroxybut-2-yl]-4-fluoro-3-[(3S)-oxocyclopent-3-yloxy]-2,3-dihydro-1H-isoindol-1-one